C1OCC12CN(C2)C(=O)N 2-oxa-6-azaspiro[3.3]Heptane-6-carboxamide